7-((2-methoxy-3-(1-methyl-1H-1,2,4-triazol-3-yl)phenyl)amino)-N-methyl-2-carbonyl-2,3-dihydro-oxazolo[4,5-b]pyridine-6-carboxamide COC1=C(C=CC=C1C1=NN(C=N1)C)NC1=C2C(=NC=C1C(=O)NC)NC(O2)=C=O